6-bromobenzo[c]isothiazol-4-ol BrC=1C=C(C=2C(=NSC2)C1)O